(S)-5-ethyl-5-{4-[4-(5-ethyl-3-methylpyridin-2-yl)piperazine-1-carbonyl]phenyl}imidazolidine-2,4-dione C(C)[C@@]1(C(NC(N1)=O)=O)C1=CC=C(C=C1)C(=O)N1CCN(CC1)C1=NC=C(C=C1C)CC